ClC=1C2=C(N=CN1)N(C=C2)[C@@H]2C[C@@H]([C@@H]1[C@H]2OC(O1)(C)C)CNCC#CC=1C=C(C(=O)N)C=CC1 3-(3-((((3aR,4R,6R,6aS)-6-(4-chloro-7H-pyrrolo[2,3-d]pyrimidin-7-yl)-2,2-dimethyltetrahydro-4H-cyclopenta[d][1,3]dioxol-4-yl)methyl)amino)prop-1-yn-1-yl)benzamide